C1=CC=CC=2C3=CC=CC=C3C(=CC12)N(C1=CC=C(C2=CC=C(N(C3=CC=CC=C3)C=3C4=CC=CC=C4C=4C=CC=CC4C3)C=C2)C=C1)C1=CC=CC=C1 bis(phenanthr-9-yl)-N,N'-bis(phenyl)-benzidine